C(C1=CC=CC=C1)(C1=CC=CC=C1)(C1=CC=CC=C1)N1C(=CC=CC=C1)C=O ((R)-1-tritylazepin-2-yl)methanone